CC1(CCCC1)OC(C(=C)C)=O methacrylic acid 1-methyl-1-cyclopentylEster